C1(CCCC1)C1=NOC2=C1N=C(N=C2N2CCOCC2)C2=CC=C(N)C=C2 4-(3-Cyclopentyl-7-morpholinoisoxazolo[4,5-d]pyrimidin-5-yl)aniline